C1(CCCCC1)OP(=O)(OC1CCCCC1)C1=C(C=CC=C1)C1=C(N(C)C)C=CC=C1 2-(2-dicyclohexylphosphonophenyl)-N,N-dimethylaniline